C1(CC1)C1=CC(=NC=C1C1=CC=C(C=C1)N1C(CCC1)=O)NC1=CC2=C(OC[C@H]3N2C(C2(C3)CC2)=O)N=C1 (S)-2'-((4-cyclopropyl-5-(4-(2-oxopyrrolidin-1-yl)phenyl)pyridin-2-yl)amino)-6a',7'-dihydro-6'H,9'H-spiro[cyclopropane-1,8'-pyrido[2,3-b]pyrrolo[1,2-d][1,4]oxazin]-9'-one